C(C)C1=CC=C(C=C1)C1=C(C2(C3=CC=CC=C13)NC1=C(OC2)C=CC=C1)C(=O)O 3'-(4-ethylphenyl)-2H,4H-spiro[benzo[b][1,4]oxazine-3,1'-indene]-2'-carboxylic acid